COC([C@@H](NCl)CO)=O chloroserine methyl ester